methyl (2-methyl-3-furanyl) disulfide CC=1OC=CC1SSC